Monocalcium Phosphate P(=O)([O-])([O-])O.[Ca+2]